2-((3-(2,6-Dioxopiperidin-3-yl)-1-methyl-1H-indazol-6-yl)oxy)-N-(1-methyl-1H-pyrazol-5-yl)acetamide O=C1NC(CCC1C1=NN(C2=CC(=CC=C12)OCC(=O)NC1=CC=NN1C)C)=O